ethane-1,2-diylbiscarbamate C(CNC([O-])=O)NC([O-])=O